N-((S)-3-(3,4-dihydroisoquinolin-2(1H)-yl)-2-hydroxypropyl)-6-((6-(2-hydroxypropionamido)spiro[3.3]hept-2-yl)amino)pyrimidine-4-carboxamide C1N(CCC2=CC=CC=C12)C[C@H](CNC(=O)C1=NC=NC(=C1)NC1CC2(C1)CC(C2)NC(C(C)O)=O)O